p-methoxybromobenzene ethyl-L-threoninate C(C)N[C@@H]([C@H](O)C)C(=O)O.COC1=CC=C(C=C1)Br